C(CCCCCCCCCCCCCC)([N+](CCC)(C)C)[N+](CCC)(C)C pentadecylidenebis(dimethylpropylammonium)